tert-butyl (3R)-3-[(2S)-3-{3-[(2-bromoethyl)thio]phenyl}-1-(tert-butoxy)-1-oxopropane-2-yl]pyrrolidine-1-carboxylate BrCCSC=1C=C(C=CC1)C[C@H](C(=O)OC(C)(C)C)[C@@H]1CN(CC1)C(=O)OC(C)(C)C